(R)-N-(tetrahydro-2H-pyran-4-yl)-5-(2-((1,1,1-trifluoropropan-2-yl)amino)-7H-pyrrolo[2,3-d]pyrimidin-5-yl)pyrazolo[1,5-a]pyridine-3-carboxamide O1CCC(CC1)NC(=O)C=1C=NN2C1C=C(C=C2)C2=CNC=1N=C(N=CC12)N[C@@H](C(F)(F)F)C